C(C)(=O)N1CC=2N(CC1)C(=NC2C=2C=CC=C1C=C(N=CC21)C=2C=CC(=NC2)C(=O)NCCC#CC2=C1CN(C(C1=CC=C2)=O)C2C(NC(CC2)=O)=O)C2CCC2 5-(8-(7-Acetyl-3-cyclobutyl-5,6,7,8-tetrahydroimidazo[1,5-a]pyrazin-1-yl)isoquinolin-3-yl)-N-(4-(2-(2,6-dioxopiperidin-3-yl)-1-oxoisoindolin-4-yl)but-3-yn-1-yl)picolinamide